3-fluoro-4-[(3-fluoro-5-nitro-2-pyridyl)oxy]-6,7-dimethoxy-quinoline FC=1C=NC2=CC(=C(C=C2C1OC1=NC=C(C=C1F)[N+](=O)[O-])OC)OC